C(C)(C)(C)OC(CCC(C#N)C=1C=C(C=CC1)N1CCN(CC1)C(=O)OC(C)(C)C)=O Tert-butyl 4-(3-(4-(tert-butoxy)-1-cyano-4-oxobutyl)phenyl)piperazine-1-carboxylate